ClC=1C(=C2N=C(N=C3C2=C(CC[C@H]2[C@@H]4CC[C@H](CN32)N4C(=O)OC(C)(C)C)N1)SCC)F tert-butyl (5aS,6S,9R)-2-chloro-12-(ethylthio)-1-fluoro-4,5,5a,6,7,8,9,10-octahydro-3,10a,11,13,14-pentaaza-6,9-methanonaphtho[1,8-ab]heptalene-14-carboxylate